[Si](C)(C)(C(C)(C)C)OC1=CC=C(C=C1)C1(CCOCC1)C1=CC=C(C=C1)O 4-(4-(4-((tert-butyldimethylsilyl)oxy)phenyl)tetrahydro-2H-pyran-4-yl)phenol